C1(CC1)C=1N=C(OC1C(=O)N1[C@@H](C2=C(CC1)NC=N2)C=2SC1=C(N2)C(=CC=C1)F)C(C)(C)O (S)-(4-cyclopropyl-2-(2-hydroxypropan-2-yl)oxazol-5-yl)(4-(4-fluorobenzo[d]thiazol-2-yl)-6,7-dihydro-1H-imidazo[4,5-c]pyridin-5(4H)-yl)methanone